N-[5-[2-Cyano-5-(1-methylazetidin-3-yl)oxy-4-pyridyl]pyrazolo[1,5-a]pyridin-2-yl]cyclopropanecarboxamide C(#N)C1=NC=C(C(=C1)C1=CC=2N(C=C1)N=C(C2)NC(=O)C2CC2)OC2CN(C2)C